lead phenethylamine C(CC1=CC=CC=C1)N.[Pb]